[La].[O].C(O)(O)=O carbonic acid oxygen Lanthanum